C1(C=CN2N1CCC2)=O 6,7-dihydro-1H,5H-pyrazolo[1,2-a]pyrazol-1-one